FC1=C(/C=C/[C@@H]2N(CCC2)C(=O)OCC2=CC=CC=C2)C=CC=C1F benzyl (R,E)-2-(2,3-difluorostyryl)pyrrolidine-1-carboxylate